5-(methylsulfonyl)thiophene-2-carboxylic acid methyl ester COC(=O)C=1SC(=CC1)S(=O)(=O)C